tert-butyl (S)-19-(tert-butoxycarbonyl)-1-(9H-fluoren-9-yl)-3,13,21-trioxo-2,7,10-trioxa-4,14,20-triazaoctatriacontan-38-oate C(C)(C)(C)OC(=O)[C@H](CCCCNC(CCOCCOCCNC(OCC1C2=CC=CC=C2C=2C=CC=CC12)=O)=O)NC(CCCCCCCCCCCCCCCCC(=O)OC(C)(C)C)=O